Tert-butyl (3S)-3-(2-cyanothiazol-4-yl)isoxazolidine-2-carboxylate C(#N)C=1SC=C(N1)[C@H]1N(OCC1)C(=O)OC(C)(C)C